4-(2,6-bis(bis(2-methoxyethyl)amino)-8-(methyl(propyl)amino)pyrimido[5,4-d]pyrimidin-4-yl)-1-methylpiperazin-2-one COCCN(C=1N=C(C2=C(N1)C(=NC(=N2)N(CCOC)CCOC)N(CCC)C)N2CC(N(CC2)C)=O)CCOC